Cl.Cl.NC1(CC1)C(=O)NC1(CCN(CC1)C1=NC=C(C=C1)C=1C=2N(C=C(C1)OCC)N=CC2C#N)C 1-amino-N-(1-(5-(3-cyano-6-ethoxypyrazolo[1,5-a]pyridin-4-yl)pyridin-2-yl)-4-methylpiperidin-4-yl)cyclopropane-1-carboxamide dihydrochloride